C(C)(=O)N1CC2(C1)N(C(CN(C2=O)C2=C(C=C(C#N)C=C2)F)=O)[C@H](C)C2=CC=C(C=C2)C(F)(F)F (R)-4-(2-acetyl-6,9-dioxo-5-(1-(4-(trifluoromethyl)-phenyl)ethyl)-2,5,8-triazaspiro[3.5]nonan-8-yl)-3-fluorobenzonitrile